5-(3-(Benzo[d][1,3]dioxin-4-yl)propylamino)-3-methylbenzofuran-2-carboxylic acid O1COC(C2=C1C=CC=C2)CCCNC=2C=CC1=C(C(=C(O1)C(=O)O)C)C2